CCCCCCCC/C=C\CCCCCCCCCCCCCC(=O)O (15Z)-Tetracosenoic acid